FC(CN1N=CC=2C1=NC(=CN2)N2CCC1(CCN(C1=O)CC1=NC(=NC=C1)C(F)(F)F)CC2)F 8-(1-(2,2-difluoroethyl)-1H-pyrazolo[3,4-b]pyrazin-6-yl)-2-((2-(trifluoromethyl)pyrimidin-4-yl)methyl)-2,8-diazaspiro[4.5]decan-1-one